NC1=CC(C(NC1=NC=1C(=NN2C1C=CC(=C2C)C)NCCCN(C)C)=NC=2C(=NN1C2C=CC(=C1C)C)NCCCN(C)C)=N N3,N3'-(5-Amino-3-iminopyridin-2,6(1H,3H)-diyliden)bis{N2-[3-(dimethylamino)propyl]-6,7-dimethyl-pyrazolo[1,5-a]pyridin-2,3-diamin}